BrCC(=O)C1=C(C=C(C=C1)Cl)Cl 2-bromo-1-(2,4-dichlorophenyl)ethanone